tert.-amyl alcohol C(C)(C)(CC)O